NC1=NC2=C(C=3N1N=C(N3)C=3OC=CC3)C=NN2C(C(=O)N[C@@H]2C[C@H](CC2)O)(C)C2=CC=CC=C2 2-(5-amino-2-(furan-2-yl)-7H-pyrazolo[4,3-e][1,2,4]triazolo[1,5-c]pyrimidin-7-yl)-N-((1S,3S)-3-hydroxycyclopentyl)-2-phenylpropanamide